ClC=1C(=NC(=CC1)C)C(=O)N[C@@H](CCOC1CC(C1)CCC1=NC=2NCCCC2C=C1)C(=O)O N-(3-chloro-6-methylpyridinoyl)-O-((1R,3R)-3-(2-(5,6,7,8-tetrahydro-1,8-naphthyridin-2-yl)ethyl)cyclobutyl)-L-homoserine